benzyl (2S*,3S*)-2-benzyl-3-hydroxypyrrolidine-1-carboxylate C(C1=CC=CC=C1)[C@@H]1N(CC[C@@H]1O)C(=O)OCC1=CC=CC=C1 |o1:7,11|